C(#N)C1=CC(=C(C=C1)C1=NC2=C(N1C(C(=O)NC1CCCCC1)C1CCCCC1)C=CC=C2)F 2-[2-(4-cyano-2-fluoro-phenyl)-benzimidazol-1-yl]-2,N-dicyclohexyl-acetamide